O1CCC(CC1)OC(NC=1N=CC2=C(C(=C(C=C2C1)C=1C(=C2C(=NC1)CC(N2)(C)C)C)F)N)=O Tetrahydro-2H-pyran-4-yl(8-amino-7-fluoro-6-(2,2,7-trimethyl-2,3-dihydro-1H-pyrrolo[3,2-b]pyridin-6-yl)isoquinolin-3-yl)carbamate